1-[(4-fluorophenyl)methyl]-1,2,4-triazole-3-carboxylic acid FC1=CC=C(C=C1)CN1N=C(N=C1)C(=O)O